Cl.C1(=CC=CC=C1)[C@H]1NCCC(C1)=O (S)-2-Phenylpiperidin-4-one hydrochloride